1-(4-chloro-2-methoxy-6-methylphenyl)cyclopropane-1-carboxylic acid ClC1=CC(=C(C(=C1)C)C1(CC1)C(=O)O)OC